2,4-bis(hydroxymethyl)phenol OCC1=C(C=CC(=C1)CO)O